2-({4-[(2S)-2-(4-chloro-2-fluorophenyl)-2-methyl-1,3-benzodioxol-4-yl]piperidin-1-yl}methyl)-3-methyl-5-[5-(trifluoromethyl)-4H-1,2,4-triazol-3-yl]pyrazine ClC1=CC(=C(C=C1)[C@@]1(OC2=C(O1)C=CC=C2C2CCN(CC2)CC2=NC=C(N=C2C)C2=NN=C(N2)C(F)(F)F)C)F